C(C)(C)(C)N(C(OC(C)(C)C)=O)[C@H]1C[C@@H](OC[C@@H]1O)C tert-butyl (3S,4R)-tert-butyl-(2S,4S,5R)-5-hydroxy-2-methyltetrahydro-2H-pyran-4-ylcarbamate